C(C1CC(=O)NC(=O)N1)(=O)O Dihydroorotic acid